C(C)(C)(C)OC(=O)NC=1C(N(C=CC1)[C@H](C(=O)OC)CC1CCCCC1)=O Methyl (s)-2-(3-((Tert-Butoxycarbonyl)amino)-2-Oxopyridin-1(2H)-yl)-3-Cyclohexylpropanoate